3-[2-(6-fluoro-1-methyl-1,3-benzodiazol-5-yl)ethynyl]-5-(methylamino)-1-[(3S)-1-(prop-2-enoyl)pyrrolidin-3-yl]pyrazole-4-carboxamide FC=1C(=CC2=C(N(C=N2)C)C1)C#CC1=NN(C(=C1C(=O)N)NC)[C@@H]1CN(CC1)C(C=C)=O